benzoic acid [(2R,6R)-6-(6-benzamidopurin-9-yl)-4-cyclohexyl-2-(hydroxymethyl) morpholin-2-yl]Methyl ester C(C1=CC=CC=C1)(=O)NC1=C2N=CN(C2=NC=N1)[C@@H]1O[C@](CN(C1)C1CCCCC1)(CO)COC(C1=CC=CC=C1)=O